NN1C=NN=C1C 4-amino-5-methyl-1,2,4-triazole